[Ag].[Cu].[Ag].[Cu].[Ti] titanium-copper-silver-copper-silver